COC1=CC=C(C=C1)C(C(=O)C1=CC=CC=C1)=C 2-(4-methoxyphenyl)-1-phenylprop-2-en-1-one